N-[2-(5-fluoro-1H-indol-3-yl)ethyl]-N-(prop-2-yn-1-yl)butan-2-amine FC=1C=C2C(=CNC2=CC1)CCN(C(C)CC)CC#C